8-(2-fluorophenyl)-N-(4-morpholinylphenyl)pyrido[3,2-d]pyrimidin-2-amine FC1=C(C=CC=C1)C1=CC=NC2=C1N=C(N=C2)NC2=CC=C(C=C2)N2CCOCC2